BrC1=CC2=CC=C(C=C2C=C1)C1=CC(=CC(=C1)Cl)Cl 2-Bromo-6-(3,5-dichlorophenyl)naphthalene